2-[1-[3-[2-[tert-butyl(diphenyl)silyl]oxy-2-methyl-propyl]-6-methyl-2-morpholino-4-oxo-quinazolin-8-yl]ethylamino]benzoic acid [Si](C1=CC=CC=C1)(C1=CC=CC=C1)(C(C)(C)C)OC(CN1C(=NC2=C(C=C(C=C2C1=O)C)C(C)NC1=C(C(=O)O)C=CC=C1)N1CCOCC1)(C)C